CC1(OC[C@@H](O1)[C@@H]1[C@@H]([C@@H]2[C@@H](OC(O2)(C)C)O1)F)C (3aR,5R,6S,6aS)-5-((R)-2,2-Dimethyl-1,3-dioxolan-4-yl)-6-fluoro-2,2-dimethyltetrahydrofuro[2,3-d][1,3]dioxole